ClC1=CC=C(C[C@@H]2N(C[C@@H](CC2)SC)C(=O)OC(C)(C)C)C=C1 tert-butyl (2R,5R)-2-(4-chlorobenzyl)-5-(methylthio)piperidine-1-carboxylate